imidazoleamidopropyl-triethoxysilane N1C(=NC=C1)C(=O)NCCC[Si](OCC)(OCC)OCC